5-(2-carboxyethyl)-2-hydroxyphenyl beta-D-glucopyranosiduronic acid O([C@H]1[C@H](O)[C@@H](O)[C@H](O)[C@H](O1)C(=O)O)C1=C(C=CC(=C1)CCC(=O)O)O